5-(4-((5-(methylsulfonyl)pyridin-2-yl)ethynyl)phenoxy)-1H-1,2,3-triazole-4-carboxylic acid CS(=O)(=O)C=1C=CC(=NC1)C#CC1=CC=C(OC2=C(N=NN2)C(=O)O)C=C1